NC1=C2C(=NC=N1)N(N=C2C2=CC=C(C=C2)OC2=CC=CC=C2)C2CCN(CC2)C(COCCOCCOCCOCCSC=2C1=CN(C=C1C=CC2)C2C(NC(CC2)=O)=O)=O 4-((14-(4-(4-amino-3-(4-phenoxyphenyl)-1H-pyrazolo[3,4-d]pyrimidin-1-yl)piperidine-1-yl)-14-oxo-3,6,9,12-tetraoxatetradecyl)sulfanyl)-2-(2,6-dioxopiperidin-3-yl)isoindol